isothiocyanate [N-]=C=S